OC=1C=C2CCC(CC2=CC1)C(=O)N[C@@H](C(C)C)CN1CCC(CC1)C 6-hydroxy-N-{(1S)-2-methyl-1-[(4-methylpiperidin-1-yl)methyl]Propyl}-1,2,3,4-tetrahydronaphthalene-2-carboxamide